C(=C)C=1C(NC=CC1C(F)(F)F)=O 3-ethenyl-4-(trifluoromethyl)-1H-pyridin-2-one